C1=CC=CC=2C3=CC=CC=C3C(C12)COC(=O)N([C@H](CC(=O)O)C(N1CCCC1)=O)C (3R)-3-[9H-fluoren-9-ylmethoxycarbonyl(methyl)amino]-4-oxo-4-pyrrolidin-1-ylbutanoic acid